(1R*,4R*)-4-azido-3,3-difluoro-1-(3-(pyrimidin-2-yl)benzyl)cyclopentane-1-carboxylate N(=[N+]=[N-])[C@H]1C(C[C@@](C1)(C(=O)[O-])CC1=CC(=CC=C1)C1=NC=CC=N1)(F)F |o1:3,6|